(R)-(3-Aminopiperidin-1-yl)(2-(1-ethyl-1H-indol-2-yl)-1-methyl-7-(methylamino)-1H-benzo[d]imidazol-5-yl)methanon N[C@H]1CN(CCC1)C(=O)C1=CC2=C(N(C(=N2)C=2N(C3=CC=CC=C3C2)CC)C)C(=C1)NC